perfluoro iodo-3,5-dioxahexyl-vinyl ether IC(=COF)CCOCOC